4,6-dichloro-1-ethyl-1H-pyrazolo[4,3-c]pyridine ClC1=NC(=CC2=C1C=NN2CC)Cl